5-(4-chloro-2-fluorophenyl)-2,3-dimethyl-7-((2R,4S)-2-(1-methyl-1H-pyrazol-4-yl)tetrahydro-2H-pyran-4-yl)pyrido[4,3-d]pyrimidin-4(3H)-one ClC1=CC(=C(C=C1)C1=NC(=CC=2N=C(N(C(C21)=O)C)C)[C@@H]2C[C@@H](OCC2)C=2C=NN(C2)C)F